BrC=1C(=CC(=NC1)C=1C=NC(=CC1)N(C(OC(C)(C)C)=O)C)F Tert-Butyl 5-bromo-4-fluoro-2,3'-bipyridin-6'-yl(methyl)carbamate